O1C(=CC=C1C1=C(C(NCCN2CCN(CC2)C)=N)C=CC=C1)C1=C(C(NCCN2CCN(CC2)C)=N)C=CC=C1 2,2'-(furan-2,5-diyl)bis(N-(2-(4-methylpiperazin-1-yl)ethyl)benzimidamide)